C(C=C)(=O)N1CC2(C1)CN(CC2)C2=NC1=CC=CC=C1C(=C2C#N)C=2C(=C(C=C1C=NN(C21)C)C)C 2-(2-(2-propenoyl)-2,6-diazaspiro[3.4]octan-6-yl)-4-(1,5,6-trimethyl-1H-indazol-7-yl)-3-quinolinecarbonitrile